COC1=NC=C(C=N1)C=1N=CC(=NC1)NC(=O)N 1-(5-(2-methoxypyrimidin-5-yl)pyrazin-2-yl)urea